Br.C(CC)(=O)O propanoic acid hydrobromide